7-chloro-10-(2-phenylethyl)-5,10-dihydro-11H-dibenzo[b,e][1,4]diazepin-11-one ClC1=CC2=C(N(C(C3=C(N2)C=CC=C3)=O)CCC3=CC=CC=C3)C=C1